NATRIUM IMINODISUCCINAT N(C(C(=O)[O-])CC(=O)[O-])C(C(=O)[O-])CC(=O)[O-].[Na+].[Na+].[Na+].[Na+]